C(CC)(=O)OCC(C)(C)OC(C)C1CC(CC1)(C)C 2-[1-(3,3-dimethylcyclopentyl) ethoxy]-2-methylpropyl propionate